9-ethyl-3-vinyl-carbazole C(C)N1C2=CC=CC=C2C=2C=C(C=CC12)C=C